6,7-dichloro-1-(4-ethoxy-4-oxo-butyl)-3-(1-tetrahydropyran-2-ylpyrazol-4-yl)indole-2-carboxylate ClC1=CC=C2C(=C(N(C2=C1Cl)CCCC(=O)OCC)C(=O)[O-])C=1C=NN(C1)C1OCCCC1